1-[(E)-2-(3,4-dihydroxyphenyl)vinyl]guanidine Succinimidyl-6-(3-[2-pyridyldithio]-propionamido)hexanoate C1(CCC(N1C(C(=O)O)CCCCNC(CCSSC1=NC=CC=C1)=O)=O)=O.OC=1C=C(C=CC1O)/C=C/NC(=N)N